ClC1=CC(=C(S1)C1CCN(CC1)C1=CC=C(C=C1)C1(CC1)C(=O)OC)NC(=O)O[C@H](C)C1=CC=CC=C1 methyl 1-(4-{4-[5-chloro-3-({[(1R)-1-phenylethoxy]carbonyl} amino)thiophen-2-yl]piperidin-1-yl}phenyl)cyclopropane-1-carboxylate